C(C)C=1C(=C(C=CC1OCOC)C=1C(CCNN1)C)F 6-[3-ethyl-2-fluoro-4-(methoxymethyloxy)phenyl]-5-methyl-4,5-dihydro-2H-pyridazine